C1=CC(=C(C(=C1)Cl)C2=NC3=C(C=C2)C=C(C=C3)CC(C(=O)O)OC(=O)C4=C(C=CC=C4Cl)Cl)Cl The molecule is a member of quinolines, a dichlorobenzene, a monocarboxylic acid and a carboxylic ester. It contains a 2,6-dichlorobenzoyl group. It derives from a rac-lactic acid.